C(C)(C)(C)OC(=O)N1C[C@@H](N(CC1)CC1=CC=CC=C1)CCO (S)-4-benzyl-3-(2-hydroxyethyl)piperazine-1-carboxylic acid tert-butyl ester